NC1=C(SC(=C1C1=C(C(=CC=C1)F)F)Cl)S(=O)(=O)N 3-amino-5-chloro-4-(2,3-difluorophenyl)thiophene-2-sulfonamide